4-[3-[[4-[(3R,5R)-5-[(3-Bromo-4-oxo-pyrido[1,2-a]pyrimidin-2-yl)amino]-1-methyl-3-piperidyl]phenoxy]methyl]pyrrolidin-1-yl]-2-(2,6-dioxo-3-piperidyl)isoindoline-1,3-dione BrC1=C(N=C2N(C1=O)C=CC=C2)N[C@@H]2C[C@@H](CN(C2)C)C2=CC=C(OCC1CN(CC1)C1=C3C(N(C(C3=CC=C1)=O)C1C(NC(CC1)=O)=O)=O)C=C2